C(C)(C)(C)OC(=O)N1CCN(CCC1)CC=1C(=CC=2C3=C(N(C2C1)C)C(N(N=C3)CC3=C(C=CC=C3)F)=O)F 4-((8-fluoro-3-(2-fluorobenzyl)-5-methyl-4-oxo-4,5-dihydro-3H-pyridazino[4,5-b]indol-7-yl)methyl)-1,4-diazacycloheptane-1-carboxylic acid tert-butyl ester